CC1N(CCC1C(F)(F)F)CC1=CC(=C2CN(C(C2=C1)=O)C1=CC(=CC=C1)C1(COC1)CC1=NN=CN1C)C(F)(F)F 6-((2-Methyl-3-(trifluoromethyl)pyrrolidin-1-yl)methyl)-2-(3-(3-((4-methyl-4H-1,2,4-triazol-3-yl)methyl)oxetan-3-yl)phenyl)-4-(trifluoromethyl)isoindolin-1-one